ethyl 4,5,6,7-tetrahydrobenzo[d]oxazole-6-carboxylate O1C=NC2=C1CC(CC2)C(=O)OCC